(S)-3-(4-fluoro-3'-(trifluoromethoxy)biphenyl-3-yl)-3-(3-(4-hydroxy-1,6-dimethyl-2-oxo-1,2-dihydropyridin-3-yl)ureido)propanoic acid FC1=C(C=C(C=C1)C1=CC(=CC=C1)OC(F)(F)F)[C@H](CC(=O)O)NC(=O)NC=1C(N(C(=CC1O)C)C)=O